CN(C=N)C N-methyl-N-methylimidoformamide